3-(2-Fluoro-4-methoxy-3-(methoxycarbonyl)phenyl)pyrrolidine-1-carboxylic acid tert-butyl ester C(C)(C)(C)OC(=O)N1CC(CC1)C1=C(C(=C(C=C1)OC)C(=O)OC)F